5-(3-fluorophenyl)-3-hydroxymethylpyridylamine FC=1C=C(C=CC1)C=1C=C(C(=NC1)N)CO